(S)-N-(2-((1-((3-aminopropyl)amino)-1-oxo-3-phenylpropan-2-yl)carbamoyl)phenyl)-2-naphthamide NCCCNC([C@H](CC1=CC=CC=C1)NC(=O)C1=C(C=CC=C1)NC(=O)C1=CC2=CC=CC=C2C=C1)=O